N-((4-cyclopentylphenyl)(phenyl)methyl)-2-oxo-6-(trifluoromethyl)-1,2-dihydropyridine-3-carboxamide C1(CCCC1)C1=CC=C(C=C1)C(NC(=O)C=1C(NC(=CC1)C(F)(F)F)=O)C1=CC=CC=C1